N-hydroxymethylmethacrylamide OCNC(C(=C)C)=O